C(C)(C)(C)OC(C1=CC=CC=C1)=O.[Pb] lead tert-butylbenzoate